ClC=1C(=NC(=NC1)N1C[C@H](N(CC1)C(=O)OC(C)(C)C)C)N1CC(C1)C(N(C)C(C)(C)C1=CN=C2N1C=CC=C2)=O tert-butyl (R)-4-(5-chloro-4-(3-((2-(imidazo[1,2-a]pyridin-3-yl) propan-2-yl) (methyl) carbamoyl) azetidin-1-yl) pyrimidin-2-yl)-2-methylpiperazine-1-carboxylate